tert-butyl (R)-methyl(2-(5-(1-((7-morpholino-4-oxo-3,4-dihydrophthalazin-1-yl)amino)ethyl)thiophen-3-yl)benzyl)carbamate CN(C(OC(C)(C)C)=O)CC1=C(C=CC=C1)C1=CSC(=C1)[C@@H](C)NC1=NNC(C2=CC=C(C=C12)N1CCOCC1)=O